methyl-(benzyl)diphenoxysilane C[Si](OC1=CC=CC=C1)(OC1=CC=CC=C1)CC1=CC=CC=C1